CN1N=CC(=C1)N1C=C(C2=C1N=CN=C2N2[C@H](CNCC2)C)C2=CC=CC=C2 (S)-7-(1-methyl-1H-pyrazol-4-yl)-4-(2-methylpiperazin-1-yl)-5-phenyl-7H-pyrrolo[2,3-d]pyrimidine